C(C)(C)(C)C=1C=C(C=NC1)C1=CC2=C(C(CC(C(N2CC2=CC=C(C=C2)Cl)=O)NC(OC(C)(C)C)=O)(F)F)C=C1F tert-butyl N-[8-(5-tert-butyl-3-pyridyl)-1-[(4-chlorophenyl)methyl]-5,5,7-trifluoro-2-oxo-3,4-dihydro-1-benzazepin-3-yl]carbamate